5-(2,4-difluoro-phenyl)-isoxazole-3-carboxylic acid [(3S,4S)-1-cyclopropylmethyl-3-((S)-2-pyrimidin-2-yl-azetidine-1-carbonyl)-piperidin-4-yl]-amide C1(CC1)CN1C[C@@H]([C@H](CC1)NC(=O)C1=NOC(=C1)C1=C(C=C(C=C1)F)F)C(=O)N1[C@@H](CC1)C1=NC=CC=N1